BrC=1C(=C2CCCC2=CC1)CC(=O)N (5-bromo-2,3-dihydro-1H-inden-4-yl)acetamide